CN1C(=NN=C1)S[C@@H](C)C=1C=C(C=CC1)C1=CC(=NO1)C1=CC=C(C(=O)O)C=C1 (S)-4-(5-(3-(1-(4-methyl-4H-1,2,4-triazol-3-ylsulfanyl)ethyl)phenyl)isoxazol-3-yl)benzoic acid